C(C)(C)(C)OC(=O)N1CC(N(CC1)CC1=CC(=C(C(=C1)C(F)(F)F)CBr)C(=O)OC)C(C)C 4-(4-(bromomethyl)-3-(methoxycarbonyl)-5-(trifluoromethyl)benzyl)-3-isopropylpiperazine-1-carboxylic acid tert-butyl ester